5-Chloro-4-fluoro-3-(4,4,5,5-tetramethyl-1,3,2-dioxaborolan-2-yl)-1-(triisopropylsilyl)-1H-pyrrolo[2,3-b]pyridine ClC=1C(=C2C(=NC1)N(C=C2B2OC(C(O2)(C)C)(C)C)[Si](C(C)C)(C(C)C)C(C)C)F